N-{[2-Isopropyl-8-(6-methyl-7-oxo-6,7-dihydro-1H-pyrrolo[2,3-c]pyridin-4-yl)-3-oxo-3,4-dihydro-2H-1,4-benzoxazin-6-yl]methyl}acetamid C(C)(C)C1OC2=C(NC1=O)C=C(C=C2C=2C1=C(C(N(C2)C)=O)NC=C1)CNC(C)=O